C1(=CC=CC=C1)C=1C(=NC=CC1)C1=NC=CC=N1 (phenylpyridineyl)pyrimidine